bis(tetramethylpimelic acid) titanium [Ti].CC(C(C(=O)O)(C)C)(CCCC(=O)O)C.CC(C(C(=O)O)(C)C)(CCCC(=O)O)C